CN1CC2=CC=C(C=C2C1)NC=1N=CC2=C(N1)C(=NC=C2)N2CC1(CS(C1)(=O)=O)C2 6-(2-((2-methylisoindolin-5-yl)amino)pyrido[3,4-d]pyrimidin-8-yl)-2-thia-6-azaspiro[3.3]heptane 2,2-dioxide